N-(2-thienylethyl)methyleneamine S1C(=CC=C1)CCN=C